[Gd+3].OC(CNC(CCCC(=O)O)=O)CO 5-(2,3-dihydroxypropylamino)-5-oxopentanoic acid gadolinium (III)